6-(2-chloro-6-fluorophenyl)-2-((2-methyl-4-((3r,5s)-3,4,5-trimethylpiperazin-1-yl)phenyl)amino)-8,9-dihydroimidazo[1,2-a]pyrimido[5,4-e]pyrimidin-5(6H)-one ClC1=C(C(=CC=C1)F)N1C=2N(C3=C(C1=O)C=NC(=N3)NC3=C(C=C(C=C3)N3C[C@H](N([C@H](C3)C)C)C)C)CCN2